((4-hydroxy-3-(1-methylpiperidin-4-yl)-1H-indol-1-yl)methyl)phosphonic acid OC1=C2C(=CN(C2=CC=C1)CP(O)(O)=O)C1CCN(CC1)C